(tert-butyl)-N-isobutyl-2-isopropoxy-1H-imidazole-1-carboxamide C(C)(C)(C)C=1N=C(N(C1)C(=O)NCC(C)C)OC(C)C